C(C)OC(C1=C(C(=CC=C1)F)C1=NC2=C(N1CCN1C(=NC3=C1C=CC(=C3OC)C(N)=O)C3=C(C(=O)OCC)C=CC=C3F)C=CC(=C2OC)C(N)=O)=O Diethyl-2,2'-(ethane-1,2-diylbis(5-carbamoyl-4-methoxy-1H-benzo[d]imidazole-1,2-diyl))bis(3-fluorobenzoate)